4-fluorobenzyl 5-(2-chloro-4-cyanophenyl)-6,7-dihydro-5H-pyrrolo[1,2-c]imidazole-5-carboxylate ClC1=C(C=CC(=C1)C#N)C1(CCC=2N1C=NC2)C(=O)OCC2=CC=C(C=C2)F